Cl.N1CC2(CC1)OCCN1C2=CC(=N1)C=1C=C(C(=NC1)N)C(F)(F)F 5-[6,7-Dihydrospiro[pyrazolo[5,1-c][1,4]oxazine-4,3'-pyrrolidin]-2-yl]-3-(trifluoromethyl)pyridin-2-amine hydrogen chloride